C(C)(C)(C)OC(N(C)C1CC(C1)(O)C1=CC=C(C=C1)C(C)(C)C)=O (3-(4-(tert-butyl)phenyl)-3-hydroxycyclobutyl)(methyl)carbamic acid tert-butyl ester